N1(CCCC1)CCNC1=CC=C(C(=O)O)C=C1 4-((2-(pyrrolidin-1-yl)ethyl)amino)benzoic acid